C1(CC1)N(C(=O)C=1C(=NN(C1F)C)C(F)F)CC1=C(C=CC(=C1)C)C(C)C N-cyclopropyl-3-(difluoromethyl)-5-fluoro-N-(2-isopropyl-5-methylbenzyl)-1-methyl-1H-pyrazole-4-amide